C(C1=CC=CC=C1)OC1=C2C[C@H](N(CC2=CC=C1OC)C=1OC2=C(N1)C=CC(=C2)F)C(=O)O (S)-5-(benzyloxy)-2-(6-fluoro-benzo[d]oxazol-2-yl)-6-methoxy-1,2,3,4-tetrahydroisoquinoline-3-carboxylic acid